C[Si](OC(C#N)C1=CC2=C(C=C1)OCO2)(C)C α-Trimethylsilyloxy-3,4-methylenedioxyphenylacetonitrile